F[P-](F)(F)(F)(F)F.[Ir+3].C(C)(C)(C)C1=CC(=NC=C1)C1=NC=CC(=C1)C(C)(C)C.F[P-](F)(F)(F)(F)F.F[P-](F)(F)(F)(F)F (4,4'-di-tert-butyl-2,2'-bipyridine) iridium hexafluorophosphate